ClCC1=CC=C(C=C1)CN1CC2=CC=C(C=C2CC1)NC1=NC=C(C(=N1)N1OCC[C@H]1C1=CC=CC=C1)C(F)(F)F 2-[[4-(chloromethyl)phenyl]methyl]-N-[4-[(3S)-3-phenylisoxazolidin-2-yl]-5-(trifluoromethyl)pyrimidin-2-yl]-3,4-dihydro-1H-isoquinolin-6-amine